1-(tert-butyl)-N-(3-(4-(((3S,4R)-3-fluoro-1-methylpiperidin-4-yl)amino)-1-(2,2,2-trifluoroethyl)-1H-benzo[d]imidazol-2-yl)prop-2-yn-1-yl)-1H-pyrazole-4-carboxamide C(C)(C)(C)N1N=CC(=C1)C(=O)NCC#CC1=NC2=C(N1CC(F)(F)F)C=CC=C2N[C@H]2[C@H](CN(CC2)C)F